2-[[4-(1,8-diazaspiro[5.5]undec-8-yl)-3-pyrimidin-5-yl-pyrrolo[2,3-b]pyridin-1-yl]methoxy]ethyl-trimethyl-silane N1CCCCC12CN(CCC2)C2=C1C(=NC=C2)N(C=C1C=1C=NC=NC1)COCC[Si](C)(C)C